sulfonyl-5-nitrofurane S(=O)(=O)=C1OC(=CC1)[N+](=O)[O-]